CN1C(C2=CN=CC=C2C(=C1)C1=CC=C(C=C1)OC1CCN(CC1)CC1CCNCC1)=O 2-methyl-4-(4-((1-(piperidin-4-ylmethyl)piperidin-4-yl)oxy)phenyl)-2,7-naphthyridin-1(2H)-one